methyl (S)-2-(2,6-difluorobenzamido)-3-(8-(1,4-dimethyl-2-oxo-1,2-dihydroquinolin-3-yl)chroman-5-yl)propanoate FC1=C(C(=O)N[C@H](C(=O)OC)CC2=C3CCCOC3=C(C=C2)C=2C(N(C3=CC=CC=C3C2C)C)=O)C(=CC=C1)F